COC=1C=C(C=C(C1OC)OC)N1C([C@@H]([C@@H]1C1=CC(=C(C=C1)OC)O)COC(CCCC(=O)O)=O)=O (3S,4R)-1-(3,4,5-trimethoxyphenyl)-4-(3-hydroxy-4-methoxyphenyl)-3-(4-carboxybutyryloxymethyl)azetidin-2-one